CO[Si](CCCN1C(N(C(N(C1=O)CCC[Si](OC)(OC)OC)=O)CCC[Si](OC)(OC)OC)=O)(OC)OC tris(3-trimethoxysilylpropyl)isocyanuric acid